3-amino-α-ethyl-2,4,6-triiodohydrocinnamic acid NC=1C(=C(CC(C(=O)O)CC)C(=CC1I)I)I